CC=1N(C=CC1)CC1=CC(=NC=C1)F methyl-1-((2-fluoropyridin-4-yl)methyl)-1H-pyrrole